ClC1=CC=C(C(=N1)C(=O)O)N[C@H](C)C=1C=C(C=C2C(C(=C(OC12)C1=NN(C2=CC=CC=C12)C)C)=O)C 6-Chloro-3-[[(1R)-1-[3,6-dimethyl-2-(1-methyl-indazol-3-yl)-4-oxo-chromen-8-yl]ethyl]-amino]pyridine-2-carboxylic acid